NC=1N=C(SC1C(=O)C=1C=NC(=CC1)N1CCC(CC1)(C)C#N)N(C1=CC=C(C=C1)F)[C@@H](C(=O)N)C (R)-2-(N-[4-amino-5-[6-(4-cyano-4-methyl-1-piperidinyl)pyridine-3-carbonyl]thiazol-2-yl]-4-fluoro-anilino)propanamide